hexylene glycol monomethacrylate C(C(=C)C)(=O)OCCCCCCO